(S)-N-(5-(benzo[d]isoxazol-3-yl)-4-cyclobutyl-1-methyl-1H-pyrazol-3-yl)-2-(2,2,3,3-tetrafluorocyclobutyl)acetamide O1N=C(C2=C1C=CC=C2)C2=C(C(=NN2C)NC(C[C@@H]2C(C(C2)(F)F)(F)F)=O)C2CCC2